[Si](C)(C)(C(C)(C)C)OC1C(CC(C1(O)C)C)N1C=CC2=C1N=CN=C2OC2=CC=CC=C2 5-((tert-butyldimethylsilyl)oxy)-1,2-dimethyl-4-(4-phenoxy-7H-pyrrolo[2,3-d]pyrimidin-7-yl)cyclopentanol